NCC1=C(N=NN1C)C1=CC=C(C(=N1)C)O[C@@H]1C[C@H](CCC1)C(=O)OC Methyl (1S,3S)-3-((6-(5-(aminomethyl)-1-methyl-1H-1,2,3-triazol-4-yl)-2-methyl-pyridin-3-yl)oxy)cyclohexanecarboxylate